C(C)OC(CC1CNCC(C1)C1=CC=C(C=C1)NC(=O)OC(C)(C)C)=O 2-(5-(4-((tert-Butoxycarbonyl)amino)phenyl)piperidin-3-yl)acetic acid ethyl ester